C[C@@]12[C@H](C=C[C@H]1[C@@H]1CCC=3C=C(C=CC3[C@H]1CC2)O)O estra-1,3,5(10),15-tetraene-3,17beta-diol